FCC(C(=O)N[C@H](CC1=CC=CC=C1)C(=O)O)(C)C (R)-3-fluoro-pivaloyl-phenylalanine